CS=N (methyl)-λ4-sulfanimine